NC1=C(C(=NC(=N1)N1CCC2(CC1)[C@@H](C1=CC=CC=C1C2)N)C(=O)N)C2=C(C(=CC=C2)Cl)Cl 6-amino-2-((S)-1-amino-1,3-dihydrospiro[indene-2,4'-piperidine]-1'-yl)-5-(2,3-dichlorophenyl)pyrimidine-4-carboxamide